2-(2-bromo-4-(trifluoromethoxy)phenoxy)acetic acid BrC1=C(OCC(=O)O)C=CC(=C1)OC(F)(F)F